Methyl 1-amino-4-(benzyloxy)-8-bromo-5-chloroisoquinoline-3-carboxylate NC1=NC(=C(C2=C(C=CC(=C12)Br)Cl)OCC1=CC=CC=C1)C(=O)OC